The molecule is an organosulfate oxoanion resulting from the removal of a proton from both the carboxy group and the sulfate group of 2-acetamido-2-deoxy-3-O-(4-deoxy-alpha-L-threo-hex-4-enopyranosyluronic acid)-6-O-sulfo-D-galactopyranose arising from deprotonation of carboxy and sulfate groups; major species at pH 7.3. It is an organosulfate oxoanion, a carbohydrate acid derivative anion and a monocarboxylic acid anion. It is a conjugate base of a 2-acetamido-2-deoxy-3-O-(4-deoxy-alpha-L-threo-hex-4-enopyranosyluronic acid)-6-O-sulfo-D-glucopyranose. CC(=O)N[C@@H]1[C@H]([C@H]([C@H](OC1O)COS(=O)(=O)[O-])O)O[C@H]2[C@@H]([C@H](C=C(O2)C(=O)[O-])O)O